CC=1N=C(SC1)C1(CC1)N 1-(4-methylthiazol-2-yl)cyclopropan-1-amine